4-(3,5-bis(trifluoromethyl)phenyl)-1-(4-(3,4-dichlorophenyl)-5-(isopropylsulfanyl)thiazol-2-yl)-3-methyl-1H-pyrazole-5-carboxylic acid FC(C=1C=C(C=C(C1)C(F)(F)F)C=1C(=NN(C1C(=O)O)C=1SC(=C(N1)C1=CC(=C(C=C1)Cl)Cl)SC(C)C)C)(F)F